(R)-4-(3-methylmorpholino)-6-(4-(methylsulfonyl)tetrahydro-2H-pyran-4-yl)-N-(1H-pyrazol-5-yl)pyrimidin-2-amine C[C@@H]1COCCN1C1=NC(=NC(=C1)C1(CCOCC1)S(=O)(=O)C)NC1=CC=NN1